(R)-5-cyano-N-ethyl-N-(2,2,2-trifluoro-1-(m-tolyl)ethyl)pyridine-3-sulfonamide C(#N)C=1C=C(C=NC1)S(=O)(=O)N([C@@H](C(F)(F)F)C=1C=C(C=CC1)C)CC